3-Methyl-6-methyl-4-oxopiperidine-1,3-dicarboxylic acid 1-tert-butyl ester C(C)(C)(C)OC(=O)N1CC(C(CC1C)=O)(C(=O)O)C